2-(methylthio)-7-(naphthalen-1-yl)-5,6-dihydroquinazolin-4-yl trifluoromethanesulfonate FC(S(=O)(=O)OC1=NC(=NC=2C=C(CCC12)C1=CC=CC2=CC=CC=C12)SC)(F)F